4-fluoro-2-(((2-(methylamino)quinolin-7-yl)oxy)methyl)tetrahydrofuran-3-ol FC1C(C(OC1)COC1=CC=C2C=CC(=NC2=C1)NC)O